NC[C@H](CN1CCOCC1)O |r| racemic-1-amino-3-morpholinopropan-2-ol